4-(p-maleimidophenyl)butyrate C1(C=CC(N1C1=CC=C(C=C1)CCCC(=O)[O-])=O)=O